(2S)-2-(cyanomethyl)-4-(6-((1-(methoxycarbonyl)-2,3-dihydro-1H-inden-1-yl)methyl)-2-(((S)-1-methylpyrrolidin-2-yl)methyl oxy)-5-nitropyrimidin-4-yl)piperazine-1-carboxylate C(#N)C[C@@H]1N(CCN(C1)C1=NC(=NC(=C1[N+](=O)[O-])CC1(CCC2=CC=CC=C12)C(=O)OC)OC[C@H]1N(CCC1)C)C(=O)[O-]